C(C1=CC=CC=C1)O[C@@H](C)C1=NSC(=N1)C1=NC(=C2N1CCN(C2C)C(C2=CC=C(C=C2)F)=O)N2C(CCC2)=O 1-(3-(3-((S)-1-(benzyloxy)ethyl)-1,2,4-thiadiazol-5-yl)-7-(4-fluorobenzoyl)-8-Methyl-5,6,7,8-tetrahydroimidazo[1,5-a]pyrazin-1-yl)pyrrolidin-2-one